COC1=CC=C(C=C1)NC(=O)C1CC1 N-(4-methoxy-phenyl)-cyclopropanecarboxamide